N-(3',5'-di-tert-butylbiphenyl-4-yl)-N-(biphenyl-2-yl)-9,9-dimethyl-9H-fluoren-2-amine C(C)(C)(C)C=1C=C(C=C(C1)C(C)(C)C)C1=CC=C(C=C1)N(C1=CC=2C(C3=CC=CC=C3C2C=C1)(C)C)C1=C(C=CC=C1)C1=CC=CC=C1